C(C)(C)(C)C1=CC=C(C=C1)C1=NN=CO1 5-(4-tertbutylphenyl)-1,3,4-oxadiazole